(R,E)-2-methyl-N-[3-(pentafluorosulfanyl)benzylidene]propane-2-sulfinamide CC(C)(C)[S@@](=O)/N=C/C1=CC(=CC=C1)S(F)(F)(F)(F)F